BrC=1C=C2C=NNC(C2=CC1)=O 6-bromo-2H-phthalazin-1-one